6-Chloro-3-(3-(naphthalen-1-yloxy)propyl)-7-(1,3,5-trimethyl-1H-pyrazol-4-yl)-1H-indole-2-carboxylic acid ClC1=CC=C2C(=C(NC2=C1C=1C(=NN(C1C)C)C)C(=O)O)CCCOC1=CC=CC2=CC=CC=C12